C(C1=CC=CC=C1)OC(COC1=C(C(=O)O)C=CC=C1)=O (2-(benzyloxy)-2-oxoethoxy)benzoic acid